CP(=O)(CC[C@H](C(=O)[O-])[NH3+])[O-] The molecule is an organic anion resulting from the deprotonation of the phosphinic acid group of (2R)-glufosinate zwitterion. It is a conjugate base of a (2R)-glufosinate zwitterion.